FC1=C(C(=C(C(=C1F)CN)F)F)CN 2,3,5,6-tetrafluoro-p-xylylenediamine